N,N',N''-trimethyl-1,4,7-triazacyclononan CN1CCN(CCN(CC1)C)C